2,2'-Methylenebis(6-tertbutyl-4-methylphenol) monoacrylate C(C=C)(=O)OC1=C(C=C(C=C1C(C)(C)C)C)CC1=C(C(=CC(=C1)C)C(C)(C)C)O